6-(1-((1,2-dimethyl-1H-imidazol-5-yl)sulfonyl)piperidin-4-yl)-8-fluoro-7-methyl-[1,2,4]triazolo[1,5-a]pyridine CN1C(=NC=C1S(=O)(=O)N1CCC(CC1)C=1C(=C(C=2N(C1)N=CN2)F)C)C